(p-dimethoxy)-phenyl-succinonitrile COC1(CC=C(C=C1)OC)C(C#N)CC#N